hexaanimine nickel [Ni].C(CCCCC)=N